6-fluoro-4-(2,4,6-trifluorophenyl)-1,2-benzoxazol-3-amine FC1=CC2=C(C(=NO2)N)C(=C1)C1=C(C=C(C=C1F)F)F